4-(5-methyl-6-(quinolin-3-yl)pyrimidin-4-yl)piperazine-1-carboxylate CC=1C(=NC=NC1C=1C=NC2=CC=CC=C2C1)N1CCN(CC1)C(=O)[O-]